C1(=CC=CC=C1)C1=C(C=CC(=C1)N)C1=CC=CC=C1 phenylbiphenyl-4-amine